ClC1=C(C(=O)NC2=C3C=NN(C3=CC=C2)C=2N=NC(=CC2)C)C=C(C=C1)CNC(CC(C)(C)C)=O 2-Chloro-5-{[(3,3-dimethylbutyryl)amino]methyl}-N-[1-(6-methylpyridazin-3-yl)-1H-indazol-4-yl]benzamide